O[C@@H]1C[C@H](N(C1)C([C@H](C(C)C)N1C(C2=CC=CC=C2C1)=O)=O)C(=O)NCC1=C(C=C(C=C1)C1=C(N=CS1)C)O (2S,4R)-4-hydroxy-N-(2-hydroxy-4-(4-methylthiazol-5-yl)benzyl)-1-((S)-3-methyl-2-(1-oxoisoindolin-2-yl)butyryl)pyrrolidine-2-carboxamide